12-isopropyl-9-methyl-3,8,11,14-tetraoxo-2-oxa-4,7,10,13-tetraazaoctadecan-18-oic acid C(C)(C)C(C(NC(C(NCCNC(OC)=O)=O)C)=O)NC(CCCC(=O)O)=O